CN1C(N(C(C=2N(C=NC12)C)=O)CC1(CC1)C(C(F)(F)F)(C)O)=O 3,7-Dimethyl-1-((1-(1,1,1-trifluoro-2-hydroxypropan-2-yl)cyclopropyl)methyl)-1H-purine-2,6(3H,7H)-dione